Cl.CN1N=NN=C1C1CCC(CC1)N (1r,4r)-4-(1-methyl-1H-tetrazol-5-yl)cyclohexan-1-amine hydrochloride